tert-butyl 4-(4-((5-bromopyridin-3-yl) oxy)-2-(methylsulfonyl) phenoxy)-piperidine-1-carboxylate BrC=1C=C(C=NC1)OC1=CC(=C(OC2CCN(CC2)C(=O)OC(C)(C)C)C=C1)S(=O)(=O)C